NC1=NC=NN2C1=C(C=C2CC)C2=CC=C(C=C2)NC(=O)C=2C(N(C=CC2)[C@H](CC)CO)=O N-[4-(4-amino-7-ethylpyrrolo[2,1-f][1,2,4]triazin-5-yl)phenyl]-1-[(1R)-1-(hydroxymethyl)propyl]-2-oxo-1,2-dihydropyridine-3-carboxamide